1-((3-methylpyrrolidin-3-yl)methyl)piperidin CC1(CNCC1)CN1CCCCC1